C(#N)[C@@H](C[C@@H]1C(NCCC1)=O)NC(=O)[C@@H]1N(C[C@H]2[C@@H]1CC(C2)(F)F)C(=O)C2(C1=CC=CC=C1C=1C=CC=CC21)O (1R,3aR,6aS)-N-((R)-1-cyano-2-((R)-2-oxopiperidin-3-yl)ethyl)-5,5-difluoro-2-(9-hydroxy-9H-fluorene-9-carbonyl)octahydrocyclopenta[c]pyrrole-1-carboxamide